C1(CC1)C=1C(=NNC1CC)C(=O)NC1=CC=C(C=C1)C1CNCCO1 4-cyclopropyl-5-ethyl-N-(4-(morpholin-2-yl)phenyl)-1H-pyrazole-3-carboxamide